2-benzyl-3a-(trifluoromethyl)imidazo[1,5-a]quinoline-1,3(2H,3aH)-dione C(C1=CC=CC=C1)N1C(N2C(C=CC3=CC=CC=C23)(C1=O)C(F)(F)F)=O